COC(=O)C=1C=C2C=CN=CC2=CC1C(=O)OC isoquinoline-6,7-dicarboxylic acid dimethyl ester